FC1(CCN(CC1)C1=NC(=CC(=N1)N1N=CC(=C1)C1=C(C=C(C=C1)NS(=O)(=O)CCO)N1CCC2(CC2)CC1)C)F N-(4-(1-(2-(4,4-difluoropiperidin-1-yl)-6-methylpyrimidin-4-yl)-1H-pyrazol-4-yl)-3-(6-azaspiro[2.5]octan-6-yl)phenyl)-2-hydroxyethane-1-sulfonamide